nickel N,N-dibutyldithiocarbamate C(CCC)N(C([S-])=S)CCCC.[Ni+2].C(CCC)N(C([S-])=S)CCCC